BrC1=CC(=C(C=C1)C(CO[Si](C)(C)C(C)(C)C)N1C(C2=CC=CC=C2C1=O)=O)C 2-[1-(4-bromo-2-methyl-phenyl)-2-[tert-butyl-(dimethyl)silyl]oxy-ethyl]-isoindoline-1,3-dione